1-[4-(5-fluoro-2-methyl-phenyl)piperazin-1-yl]-4-(2-pyridyl)butane-1,4-dione FC=1C=CC(=C(C1)N1CCN(CC1)C(CCC(=O)C1=NC=CC=C1)=O)C